4-fluoro-N'-((8-fluoro-1,2,3,5,6,7-hexahydro-s-indacen-4-yl)carbamoyl)-3-(2-hydroxypropan-2-yl)benzenesulfonimidamide FC1=C(C=C(C=C1)S(=O)(N)=NC(NC1=C2CCCC2=C(C=2CCCC12)F)=O)C(C)(C)O